perhydroisoindol-4-ol C1NCC2C(CCCC12)O